Rac-(3aR,6aR)-2-((2-Methyl-6-(trifluoromethyl)pyridin-3-yl)sulfonyl)-5-(tetrahydro-2H-pyran-4-yl)octahydropyrrolo[3,4-c]pyrrole CC1=NC(=CC=C1S(=O)(=O)N1C[C@H]2CN(C[C@@H]2C1)C1CCOCC1)C(F)(F)F |r|